C(C1=CC=CC=C1)OC1=CC=CC=2C3NC(N(C(OC21)(C3)C)C=3C=C(C(=O)NCCC2=CC=C(C=C2)C)C=CC3)=O 3-(10-(Benzyloxy)-2-methyl-4-oxo-5,6-dihydro-2H-2,6-methanobenzo[g][1,3,5]oxadiazocin-3(4H)-yl)-N-(4-methylphenethyl)benzamid